2-[6-(1-{[(2S,5R)-5-aminooxane-2-yl]methyl}pyrrolidin-3-yl)-3-methylimidazo[1,5-a]pyridin-8-yl]-N-(2,2-difluoroethyl)-5-fluoro-N-(isopropyl)benzamide N[C@@H]1CC[C@H](OC1)CN1CC(CC1)C=1C=C(C=2N(C1)C(=NC2)C)C2=C(C(=O)N(C(C)C)CC(F)F)C=C(C=C2)F